C(C)C=1C(NC=2C=C(C=NC2C1)CN1[C@@H]([C@H](C1)N1C=CC2=NC(=CC=C21)C(=O)NC)C)=O 1-[(2R,3S)-1-[(7-ethyl-6-oxo-5H-1,5-naphthyridin-3-yl)methyl]-2-methylazetidin-3-yl]-N-methylpyrrolo[3,2-b]pyridine-5-carboxamide